(9H-fluoren-9-yl)methyl (3-(3-(3-(20-azido-2-oxo-6,9,12,15,18-pentaoxa-3-azaicosyl)phenyl)-1,1,3,3-tetramethyldisiloxanyl)propyl)carbamate N(=[N+]=[N-])CCOCCOCCOCCOCCOCCNC(CC=1C=C(C=CC1)[Si](O[Si](C)(C)CCCNC(OCC1C2=CC=CC=C2C=2C=CC=CC12)=O)(C)C)=O